5-(trifluoromethyl)pyridinmethanamine hydrochloride Cl.FC(C=1C=CC(=NC1)CN)(F)F